tert-butyl (2-((5-((4-bromo-2-fluorophenyl)amino)-4-fluoro-1-methyl-1H-benzo[d]imidazole-6-carboxamido)oxy)ethyl)carbamate BrC1=CC(=C(C=C1)NC1=C(C2=C(N(C=N2)C)C=C1C(=O)NOCCNC(OC(C)(C)C)=O)F)F